FC=1C(=CC(=NC1)C(C)=O)C 1-(5-fluoro-4-methylpyridin-2-yl)ethanone